BrCC1=CC=C(C=C1)C1=CC(=NN1C)OC(F)(F)F 5-[4-(bromomethyl)phenyl]-1-methyl-3-(trifluoromethoxy)pyrazole